norbornenic acid C12(C=CC(CC1)C2)C(=O)O